1-(2-methyl-4-quinolyl)-1-butanone CC1=NC2=CC=CC=C2C(=C1)C(CCC)=O